BrC1=CC=C(C=C1)N1CCN(CC1)CC(C(C(=O)OCC)F)N1CCCCC1 Ethyl 4-(4-(4-bromophenyl) piperazin-1-yl)-2-fluoro-3-(piperidin-1-yl)butanoate